ClC=C1CC(=C(C#N)C=C1)SC1=CC=CC=C1 4-(chloromethylene)-2-(phenylthio)benzonitrile